BrC=1C=CC2=C(N(C=N2)C2(CC2)C)C1 6-bromo-1-(1-methylcyclopropyl)benzimidazole